C(CCC)OC1=C(N)C=CC=C1 2-Butoxyaniline